1-((tert-Butoxycarbonyl (methyl)amino)methyl)isochroman-8-yl trifluoromethanesulfonate FC(S(=O)(=O)OC=1C=CC=C2CCOC(C12)CN(C)C(=O)OC(C)(C)C)(F)F